OC1CN(C1)CCN1N=CC(=C1)C1(CC1C)C(=O)N 1-(2-(3-hydroxyazetidin-1-yl)ethyl)-1H-pyrazol-4-yl-3-methylcyclopropanecarboxamide